C(C)(C)C=1C=C(C=CC1)[C@]12CN(CC2C1)C(=O)C1CCC12NC(OC2)=O ((S)-1-(3-Isopropylphenyl)-3-azabicyclo[3.1.0]hexane-3-carbonyl)-7-oxa-5-azaspiro[3.4]octan-6-one